(S,R) or (R,R)-4-(cyclopropyl(dimethylamino)methyl)-N'-((1,2,3,5,6,7-hexahydro-s-indacen-4-yl)carbamoyl)benzenesulfonimidamide C1(CC1)[C@H](C1=CC=C(C=C1)[S@](=O)(N)=NC(NC1=C2CCCC2=CC=2CCCC12)=O)N(C)C |o1:10|